FC1=C2C=C(NC2=CC=C1)C1=C(C(OC1(CCCCC)O)=C=O)C(=O)NOC 4-(4-fluoro-1H-indol-2-yl)-5-hydroxy-N-methoxy-2-carbonyl-5-pentyl-2,5-dihydrofuran-3-carboxamide